7-((4-(2-fluoro-6-carbamoylpyridin-3-yl)piperazin-1-yl)methyl)-6-fluorofuro[2,3-c]quinolin-4(5H)-one FC1=NC(=CC=C1N1CCN(CC1)CC=1C=CC=2C3=C(C(NC2C1F)=O)OC=C3)C(N)=O